6-(benzyloxy)-4-(methoxymethyl)-9H-pyrido[3,4-b]indole-3-carbonitrile C(C1=CC=CC=C1)OC=1C=C2C3=C(NC2=CC1)C=NC(=C3COC)C#N